ClC1=CC(=C(C=C1)N1N=NC(=C1)C#N)C1=CC(=NC=C1Cl)OC 1-(4-chloro-2-(5-chloro-2-methoxypyridin-4-yl)phenyl)-1H-1,2,3-triazole-4-carbonitrile